CC(C)(C(CCCC)O)O 2-methyl-heptane-2,3-diol